CN1N=CC(=C1)CCN[C@@H]([C@@H]1CNC2=C(O1)N=CC(=C2)C=2C=NN(C2)C)C2=CC=CC=C2 |r| 2-(1-methylpyrazol-4-yl)-N-[rac-(R)-phenyl-[rac-(3S)-7-(1-methylpyrazol-4-yl)-2,3-dihydro-1H-pyrido[2,3-b][1,4]oxazin-3-yl]methyl]ethanamine